3,3,3-trifluoropropyl (3-(3-fluoro-4-((2-ethyl-1H-imidazol-1-yl)methyl)phenyl)-5-iso-butylthiophen-2-yl)sulfonylcarbamate FC=1C=C(C=CC1CN1C(=NC=C1)CC)C1=C(SC(=C1)CC(C)C)S(=O)(=O)NC(OCCC(F)(F)F)=O